CN(C/C=C/C(=O)N(C)CC(=O)NCCC=1C=C(C=CC1)NC=1C(=NC(=C(N1)C)CC)C(=O)N)C (E)-3-((3-(2-(2-(4-(dimethylamino)-N-methylbut-2-enamido)acetamido)ethyl)phenyl)amino)-6-ethyl-5-methylpyrazine-2-carboxamide